1-(2-Ethoxyethyl)-2-methyl-5-nitro-1H-imidazole C(C)OCCN1C(=NC=C1[N+](=O)[O-])C